dibutenyl-tin oxide C(=CCC)[Sn](C=CCC)=O